ClC1([C@H]([C@@H]1C1=CC(=CC(=C1)Cl)Cl)C(=O)NC=1C=CC(=C(C1)NC(C1=C(C=CC=C1F)F)=O)F)Cl |r| trans-rac-N-(5-(2,2-Dichloro-3-(3,5-dichlorophenyl)cyclopropane-1-carboxamido)-2-fluorophenyl)-2,6-difluorobenzamide